C1(=CC=CC2=CC=CC=C12)[C@H](C)N (S)-1-(naphthalen-1-yl)ethan-1-amine